trimethoxyquinoline COC1=C(C(=NC2=CC=CC=C12)OC)OC